CS(=O)(=O)C Dimethyl sulphone